CN(C(C=C)=O)CCN(C=1C=CC=2N=CN=C(C2N1)NC1=CC(=C(C=C1)OC1=CC2=C(N(N=N2)C)C=C1)C)C N-methyl-N-(2-(methyl(4-((3-methyl-4-((1-methyl-1H-benzo[d][1,2,3]triazol-5-yl)oxy)phenyl)amino)pyrido[3,2-d]pyrimidin-6-yl)amino)ethyl)acrylamide